N,N-dimethyltetracos-15,18-dien-7-amine CN(C(CCCCCC)CCCCCCCC=CCC=CCCCCC)C